(1R)-1-ethynyl-6-(3-methoxy-4-nitrobenzenesulfonyl)-6-azaspiro[2.5]octane C(#C)[C@@H]1CC12CCN(CC2)S(=O)(=O)C2=CC(=C(C=C2)[N+](=O)[O-])OC